4-(4-chlorophenyl)butan-2-one ClC1=CC=C(C=C1)CCC(C)=O